FC(C1=CC(=C(C=C1)C(C(=O)O)C)C(F)(F)F)F 4-(difluoromethyl)-2-(trifluoromethyl)-phenylpropionic acid